8-fluoro-3-(((2-(4-(2-hydroxyethyl)piperazin-1-yl)ethyl)amino)methylene)quinoline-2,4(1H,3H)-dione FC=1C=CC=C2C(C(C(NC12)=O)=CNCCN1CCN(CC1)CCO)=O